2-(4-chlorophenyl)-N-(pyridin-2-yl)-acetamide ClC1=CC=C(C=C1)CC(=O)NC1=NC=CC=C1